(2S,3S,6S)-6-allyl-2-(hydroxymethyl)-3,6-dihydro-2H-pyran-3-ol C(C=C)[C@H]1C=C[C@@H]([C@@H](O1)CO)O